C(C)N1C(C(C(C2=CC(=CC=C12)C=1C(=NN(C1C)CC1=CC(=C(C=C1)C(F)(F)F)F)C)=O)O)=O 1-ethyl-6-(1-(3-fluoro-4-(trifluoromethyl)benzyl)-3,5-dimethyl-1H-pyrazol-4-yl)-3-hydroxyquinoline-2,4(1H,3H)-dione